C(C)(C)(C)OC(=O)N1CC(CC1)N1N=CC(=C1)N 3-(4-amino-1H-pyrazol-1-yl)pyrrolidine-1-carboxylic acid tert-butyl ester